N-(3-(3-(4-bromophenyl)-5-phenyl-3H-imidazo[4,5-b]pyridin-2-yl)pyridin-2-yl)formamide BrC1=CC=C(C=C1)N1C(=NC=2C1=NC(=CC2)C2=CC=CC=C2)C=2C(=NC=CC2)NC=O